1-(4-(4-amino-7-(1-methylpyrrolidin-3-yl)-7H-pyrrolo[2,3-d]pyrimidin-5-yl)-2-fluorophenyl)-3-(4-((4-methylpiperazin-1-yl)methyl)-2-(trifluoromethyl)phenyl)urea NC=1C2=C(N=CN1)N(C=C2C2=CC(=C(C=C2)NC(=O)NC2=C(C=C(C=C2)CN2CCN(CC2)C)C(F)(F)F)F)C2CN(CC2)C